(3-(2,6-dioxopiperidin-3-yl)-2-methylquinolin-7-yl)methyl (3-(tert-butyl)phenyl)carbamate C(C)(C)(C)C=1C=C(C=CC1)NC(OCC1=CC=C2C=C(C(=NC2=C1)C)C1C(NC(CC1)=O)=O)=O